Ethyl 2-((3-((5-(3-((4,6-difluoro-1H-indol-5-yl)oxy)phenyl)-4H-1,2,4-triazol-3-yl)methyl)phenyl)thio)acetate FC1=C2C=CNC2=CC(=C1OC=1C=C(C=CC1)C=1NC(=NN1)CC=1C=C(C=CC1)SCC(=O)OCC)F